iodoeicosane ICCCCCCCCCCCCCCCCCCCC